ClC1=C(SC(=C1Cl)Cl)C(=O)N(C1CCCCC1)CCC#N 3,4,5-trichloro-N-(2-cyanoethyl)-N-cyclohexylthiophene-2-carboxamide